BrC1=NOC(C1)C1=CC=2C3=C(N(C2C=C1)C1=CC=C(C=C1)C(F)(F)F)N=CN3C 3-bromo-5-{1-methyl-4-[4-(trifluoromethyl)phenyl]-1H,4H-imidazo[4,5-b]indol-7-yl}-4,5-dihydro-1,2-oxazole